C[N+](C)(C)[C@H](CC1=CC=CC=C1)C(=O)[O-] The molecule is a D-phenylalanine derivative obtained by trimethylation of the amino function of D-phenylalanine. It is a phenylalanine betaine and a D-phenylalanine derivative. It is an enantiomer of a L-phenylalanine betaine.